CS(=O)(=O)C1=CC=C(C=C1)C1NC=2C(=C3C(=NC2)N(C=C3)S(=O)(=O)C3=CC=CC=C3)N1C1CN(CC1)C(C#N)C 3-(2-(4-(methylsulfonyl)phenyl)-6-(phenylsulfonyl)-2,3-dihydroimidazo[4,5-d]pyrrolo[2,3-b]pyridin-1(6H)-yl)pyrrolidin-1-ylpropanenitrile